OC=1C=C(C=C(C1)CCP(OC)(OC)=O)CCP(OC)(OC)=O tetramethyl ((5-hydroxy-1,3-phenylene)bis(ethane-2,1-diyl))bis(phosphonate)